1,3-dimethyl-5-[5-[1-(5-oxo-1-phenyl-pyrrolidine-3-carbonyl)-4-piperidyl]-1,2,4-oxadiazol-3-yl]benzimidazol-2-one CN1C(N(C2=C1C=CC(=C2)C2=NOC(=N2)C2CCN(CC2)C(=O)C2CN(C(C2)=O)C2=CC=CC=C2)C)=O